NC=1C=C2C(=CN(C2=CC1)C1=CC=C(C=C1)C(F)(F)F)C(=O)N 5-amino-1-(4-(trifluoromethyl)phenyl)-1H-indole-3-carboxamide